N-[(1R,2R)-2-hydroxycyclopentyl]-2-[[2-(4-methoxypyridin-2-yl)-5H,6H,7H-cyclopenta[d]pyrimidin-4-yl](methyl)amino]acetamide O[C@H]1[C@@H](CCC1)NC(CN(C)C=1C2=C(N=C(N1)C1=NC=CC(=C1)OC)CCC2)=O